tert-butyl (3R,4R)-4-{[5-bromo-7-(sec-butyl)imidazo[4,3-f][1,2,4]triazin-2-yl]amino}-3-fluoropiperidine-1-carboxylate BrC=1N=C(N2N=C(N=CC21)N[C@H]2[C@@H](CN(CC2)C(=O)OC(C)(C)C)F)C(C)CC